trimethyl 2,2',2''-((5-((2-((2-oxo-2-phenyl-1λ2-ethyl)amino)ethyl)-carbamoyl)benzene-1,2,3-triyl)tris(oxy))triacetate O=C([C]NCCNC(=O)C=1C=C(C(=C(C1)OCC(=O)OC)OCC(=O)OC)OCC(=O)OC)C1=CC=CC=C1